FC(C1=NC=CC=C1N1CC2(C1)CCC(CC2)NC(OC(C)(C)C)=O)(F)F tert-butyl N-{2-[2-(trifluoromethyl)pyridin-3-yl]-2-azaspiro[3.5]nonan-7-yl}carbamate